(2-Amino-5-bromo-3-fluorophenyl)methanol NC1=C(C=C(C=C1F)Br)CO